tert-butyl (3-cyano-4-(5,5-dimethyl-1,3,2-dioxaborolan-2-yl)benzo[b]thiophen-2-yl)carbamate C(#N)C=1C2=C(SC1NC(OC(C)(C)C)=O)C=CC=C2B2OC(CO2)(C)C